CSC(C(=O)N1C(CCCC1)C=1NC=C(N1)C1=CC=C(C=C1)NS(=O)(=O)C)C N-(4-(2-(1-(2-(methylthio)propanoyl)piperidin-2-yl)-1H-imidazol-4-yl)phenyl)methanesulfonamide